[Sm].C1(=CC=CC=C1)OP(OC1=CC=CC=C1)=O diphenylphosphonic acid samarium